C1(CC1)C=1N(C=C(N1)I)C12CC(C1)(C2)N2CC(N(CC2)C)=O 4-(3-(2-cyclopropyl-4-iodo-1H-imidazol-1-yl)bicyclo[1.1.1]pentan-1-yl)-1-methylpiperazin-2-one